C(C)(=O)N1CCN(CC1)C1=CC=C(C=N1)NC1=NC2=C(C=CC=C2C=N1)C=1C=C(C=CC1)NC(C=C)=O N-(3-(2-((6-(4-acetylpiperazin-1-yl)pyridin-3-yl)amino)quinazolin-8-yl)phenyl)acrylamide